C(C)N1[C@@H](C(CCC1)C1=CC=2C(=NC=CC2NC=2C(=CC3=C(N=CS3)C2)F)S1)C N-(2-((2R)-1-ethyl-2-methylpiperidin-3-yl)thieno[2,3-b]pyridin-4-yl)-6-fluorobenzo-[d]thiazol-5-amine